8-(8-fluoro-2-(((2R,7aS)-2-fluorotetrahydro-1H-pyrrolizin-7a(5H)-yl)methoxy)-4-(methyl((R)-pyrrolidin-3-yl)amino)pyrido[4,3-d]pyrimidin-7-yl)-1-naphthonitrile FC1=C(N=CC2=C1N=C(N=C2N([C@H]2CNCC2)C)OC[C@]21CCCN1C[C@@H](C2)F)C=2C=CC=C1C=CC=C(C21)C#N